[Ti].[Al].[Ti] titanium-aluminum-Titanium